N-(4-amino-1H-pyrazolo[4,3-c]pyridin-7-yl)-N'-(cyclopropylmethyl)-N'-(o-tolylmethyl)oxamide NC1=NC=C(C2=C1C=NN2)NC(=O)C(=O)N(CC2=C(C=CC=C2)C)CC2CC2